1-(4-(5-(difluoromethyl)-1,3,4-oxadiazol-2-yl)-2-fluorobenzyl)-5-(5-methylfuran-2-yl)-3-(1-methylpiperidin-4-yl)-1,3-dihydro-2H-benzo[d]imidazol-2-one FC(C1=NN=C(O1)C1=CC(=C(CN2C(N(C3=C2C=CC(=C3)C=3OC(=CC3)C)C3CCN(CC3)C)=O)C=C1)F)F